methyl 2-(trans-4-((tert-butoxycarbonyl) (methyl) amino) cyclohexyl)-7-(6-((2S,6R)-2,6-dimethylmorpholino) pyridin-3-yl)-2,4-dimethoxybenzo[d][1,3]dioxole-5-carboxylate C(C)(C)(C)OC(=O)N([C@@H]1CC[C@H](CC1)C1(OC2=C(O1)C(=CC(=C2OC)C(=O)OC)C=2C=NC(=CC2)N2C[C@@H](O[C@@H](C2)C)C)OC)C